C(C(C)C)(=O)N1[C@H](CN(C[C@H]1C)[C@H](CC(C(F)(F)F)O[Si](C)(C)C)C1=CC=CC=C1)C(=O)OC methyl (2R,6R)-1-isobutyryl-6-methyl-4-((1R)-4,4,4-trifluoro-1-phenyl-3-((trimethylsilyl)oxy)butyl)piperazine-2-carboxylate